COC1=C(C=CC(=C1)CNC(CCCC\C=C\C(C)C)=O)N(C([O-])=O)CCOCCN (E)-2-methoxy-4-[(8-methylnon-6-enamido)methyl]phenyl[2-(2-aminoethoxy)ethyl]carbamate